(E)-2-styryl-3-methylbenzo[d]thiazole C(=C\C1=CC=CC=C1)/C1SC2=C(N1C)C=CC=C2